Nickel Chromium-Nickel Aluminum [Al].[Ni].[Cr].[Ni]